1-(2-Methoxy-4-(trifluoromethyl)phenyl)piperazine COC1=C(C=CC(=C1)C(F)(F)F)N1CCNCC1